(R)-6-fluoro-6,7-dihydro-5H-pyrrolo[1,2-c]imidazole-1-carbaldehyde F[C@@H]1CC=2N(C=NC2C=O)C1